4-((3,4-dioxo-2-((2,6,6-trimethyl-4,5,6,7-tetrahydrobenzofuran-7-yl)amino)cyclobut-1-en-1-yl)amino)-3-hydroxy-N-methyl-N-(2,2,2-trifluoroethyl)picolinamide O=C1C(=C(C1=O)NC1=C(C(=NC=C1)C(=O)N(CC(F)(F)F)C)O)NC1C(CCC=2C=C(OC21)C)(C)C